2-(chloromethyl)-6-fluoro-3-iodo-1,8-dimethylquinolin-4(1H)-one ClCC=1N(C2=C(C=C(C=C2C(C1I)=O)F)C)C